2,9-dichloro-6,13-diphenylnaphtho[2,1-b:6,5-b']bis-benzofuran ClC1=CC2=C(C3=C(O2)C(=CC2=C3C=C(C=3OC4=C(C32)C=CC(=C4)Cl)C4=CC=CC=C4)C4=CC=CC=C4)C=C1